(R)-1-((4-hydroxy-1-(3-phenylbutyryl)piperidin-4-yl)methyl)-N-methoxy-N-methyl-6-oxo-4-phenyl-1,6-dihydropyridine-3-carboxamide OC1(CCN(CC1)C(C[C@@H](C)C1=CC=CC=C1)=O)CN1C=C(C(=CC1=O)C1=CC=CC=C1)C(=O)N(C)OC